FC1=CC=C2C(=CNC(C2=C1F)=O)C(C)NCCCO 7,8-difluoro-4-(1-((3-hydroxypropyl)amino)ethyl)isoquinolin-1(2H)-one